C(C)C(C)=CCCC 2-Ethyl-2-hexen